4-(aminomethyl)-1-(5-(4-fluoro-5-isopropyl-2-methoxyphenyl)imidazo[2,1-b][1,3,4]thiadiazol-2-yl)piperidin-4-ol NCC1(CCN(CC1)C1=NN2C(S1)=NC=C2C2=C(C=C(C(=C2)C(C)C)F)OC)O